BrN1C=CN(C=C1)Br 1,4-Dibromopyrazine